C[C@@]1(CC=C2[C@H]1C[C@H]3[C@H](C[C@@]2(C)O)OC(=O)C3=C)O The molecule is a guaiane sesquiterpenoid with anti-inflammatory activity isolated from the aerial parts of Inula hupehensis. It has a role as a metabolite, an anti-inflammatory agent and a plant metabolite. It is a guaiane sesquiterpenoid, a gamma-lactone, an organic heterotricyclic compound and a tertiary alcohol.